C(CCC)OC=CC(C(F)(F)F)=O 4-butoxy-1,1,1-trifluoro-3-buten-2-one